(S)-N1-(5-methyl-4-oxo-7-(prop-2-yn-1-yloxy)-2,3,4,5-tetrahydrobenzo[b][1,4]oxazepin-3-yl)-N2-phenethyloxalamide CN1C2=C(OC[C@@H](C1=O)NC(C(=O)NCCC1=CC=CC=C1)=O)C=CC(=C2)OCC#C